FC1=C(CO[C@H]2C[C@H](C2)OC2=CC=C(C=N2)C2=CC(=NO2)O)C=CC(=C1)F 5-[6-({cis-3-[(2,4-difluorobenzyl)oxy]cyclobutyl}oxy)pyridin-3-yl]isoxazol-3-ol